COC(=O)C1(CCC(CC1)(F)F)C1=NC(=C(C=C1)NC(=O)OC(C)(C)C)NC([C@H](C1CCC(CC1)(F)F)NC(=O)OCC1=CC=CC=C1)=O 1-[6-{[(2S)-2-(benzyloxycarbonylamino)-2-(4,4-difluorocyclohexyl)acetyl]-amino}-5-(tert-butoxycarbonylamino)pyridin-2-yl]-4,4-difluorocyclohexanecarboxylic acid methyl ester